I(=O)(=O)O.ClC1=CC(N(C=C1)C)C1=CC=CC=C1 4-chloro-1-methyl-2-phenylpyridine iodate